C1(CC1)OC1=NNC=C1[N+](=O)[O-] 3-cyclopropoxy-4-nitro-1H-pyrazole